(4-(3-((dimethylamino)methyl)-6-fluoro-1H-indol-1-yl)pyrimidin-2-yl)-6-methoxy-4-morpholino-benzene-1,3-diamine CN(C)CC1=CN(C2=CC(=CC=C12)F)C1=NC(=NC=C1)C1=C(C(=CC(=C1N)N1CCOCC1)OC)N